FC=1C=C(C=NC1C)[C@H]1N(OCC1)C(=O)C1CCN(CC1)C1=NC=CC(=N1)C(=O)N 2-[4-[(3S)-3-(5-Fluoro-6-methyl-3-pyridyl)isoxazolidine-2-carbonyl]-1-piperidyl]pyrimidine-4-carboxamide